pyrrolo[2,1-f][1,2,4]triazine-6-carbonitrile N=1N2C(C=NC1)=CC(=C2)C#N